C(C)(C)N(/C(/OC(C)(C)C)=N/[H])C(C)C tert-butyl (Z)-N,N-diisopropylcarbamimidate